FC=1C(=CC2=C(OCCN2S(=O)(=O)C2=CC=C(C=C2)F)C1)C(=O)OC methyl 7-fluoro-4-((4-fluorophenyl)sulfonyl)-3,4-dihydro-2H-benzo[b][1,4]oxazine-6-carboxylate